2-(4-cyclopropyl-6-methoxypyrimidin-5-yl)-6-(2,4-dimethylpyrazol-3-yl)pyrido[2,3-d]pyrimidin-7-one C1(CC1)C1=NC=NC(=C1C=1N=CC=2C(N1)=NC(C(C2)C=2N(N=CC2C)C)=O)OC